para-octyloxybenzoic acid C(CCCCCCC)OC1=CC=C(C(=O)O)C=C1